(S)-4-(2-(4-(5-chloro-2-(4-iodo-1H-1,2,3-triazol-1-yl)phenyl)-5-methoxy-2-oxopyridin-1(2H)-yl)butyryl)-2-fluorobenzamide ClC=1C=CC(=C(C1)C1=CC(N(C=C1OC)[C@H](C(=O)C1=CC(=C(C(=O)N)C=C1)F)CC)=O)N1N=NC(=C1)I